C(C)(C)(C)OOCC1=CC2=C(OCO2)C=C1 5-((tert-butylperoxy)methyl)benzo[d][1,3]dioxole